(-)-2-(3-chloro-5-fluorophenyl)-2-[(4-{[(1,2-oxazol-3-yl)amino]methyl}-1H-1,3-benzodiazol-2-yl)amino]propan-1-ol ClC=1C=C(C=C(C1)F)C(CO)(C)NC1=NC2=C(N1)C=CC=C2CNC2=NOC=C2